1-(difluoromethyl)-7-fluoro-5-(5-((1-(trifluoromethyl)cyclopropyl)ethynyl)-3,4-dihydroquinolin-1(2H)-yl)-[1,2,4]triazolo[4,3-a]quinazoline FC(C1=NN=C2N1C1=CC=C(C=C1C(=N2)N2CCCC1=C(C=CC=C21)C#CC2(CC2)C(F)(F)F)F)F